(2R)-2-(aminomethyl)pyrrolidine-1-carboxylic acid tert-butyl ester C(C)(C)(C)OC(=O)N1[C@H](CCC1)CN